C1C[C@H](NC1)C(=O)O (-)-(S)-Proline